C1(=CC(=CC=C1)C([C@H](C(C)C)OC(N)=O)(F)F)C1=CC=CC=C1 carbamic acid (S)-1-([1,1'-biphenyl]-3-yl)-1,1-difluoro-3-methylbutan-2-yl ester